1-chloro-N,N,2-trimethylpropenyl-amine ClC(=C(C)C)N(C)C